C(#N)C1=CC=C(C=C1)NC1=NC(=NC=C1)SC(C(=O)O)(C)C ((4-((4-cyanophenyl)amino)pyrimidin-2-yl)thio)-2-methylpropanoic acid